4-(3,8-diazabicyclo[3.2.1]oct-3-yl)-6-(1-(difluoromethyl)-1H-pyrazol-4-yl)-7H-pyrrolo[2,3-d]pyrimidine hydrochloride Cl.C12CN(CC(CC1)N2)C=2C1=C(N=CN2)NC(=C1)C=1C=NN(C1)C(F)F